4-fluoro-4-{1-[trans-4-(methoxycarbonyl)cyclohexyl]-1H-1,2,3-triazol-4-yl}piperidine-1-carboxylic acid tert-butyl ester C(C)(C)(C)OC(=O)N1CCC(CC1)(C=1N=NN(C1)[C@@H]1CC[C@H](CC1)C(=O)OC)F